3-ethyl-6-methoxy-4,8-dimethylquinolin-2(1H)-one C(C)C=1C(NC2=C(C=C(C=C2C1C)OC)C)=O